(S)-4-((1-(4-(1H-pyrazol-1-yl)phenyl)pyrrolidin-3-yl)methoxy)-2-cyclopropylpyrimidine-5-carbonitrile N1(N=CC=C1)C1=CC=C(C=C1)N1C[C@H](CC1)COC1=NC(=NC=C1C#N)C1CC1